(5R*)-2-(2,6-Difluorophenyl)-N-[(3S)-9-fluoro-2-oxo-5-phenyl-1,3-dihydro-1,4-benzodiazepin-3-yl]-5-(hydroxymethyl)-6,7-dihydro-5H-pyrazolo[5,1-b][1,3]oxazine-3-carboxamide FC1=C(C(=CC=C1)F)C1=NN2C(O[C@H](CC2)CO)=C1C(=O)N[C@@H]1C(NC2=C(C(=N1)C1=CC=CC=C1)C=CC=C2F)=O |o1:13|